4-(3-bromo-4-methoxy-phenyl)-4-oxo-butanoic acid BrC=1C=C(C=CC1OC)C(CCC(=O)O)=O